C(C)OC(CC(=O)C1=NN(C2=C1CN(CC2)C(=O)OC(C)(C)C)C(=O)OC(C)(C)C)=O Di-tert-butyl 3-(3-ethoxy-3-oxopropanoyl)-6,7-dihydro-1H-pyrazolo[4,3-c]-pyridine-1,5(4H)-dicarboxylate